N-[(l)-1,2,3,4-tetrahydronaphthalen-1-yl]pyrimidin-4-amine C1(CCCC2=CC=CC=C12)NC1=NC=NC=C1